FC1(CC2(C1)C[C@@H](N(CC2)CC2=C1C=CNC1=C(C=C2OC)C)C2=CC=C(C(=O)NCC1CN(C1)C)C=C2)F (R)-4-(2,2-difluoro-7-((5-methoxy-7-methyl-1H-indol-4-yl)methyl)-7-azaspiro[3.5]nonan-6-yl)-N-((1-methylazetidin-3-yl)methyl)benzamide